2,6-difluorobenzoyl-hydrazine FC1=C(C(=O)NN)C(=CC=C1)F